C1=NN=C2C=CC3=COC=C4C(=CN=C3N21)C=CC=C4 [1,2,4]triazolo[4',3':1,6]pyrido[3,2-c]benzo[g][1,5]oxazonine